(3-methyl-5,6,7,8-tetrahydroimidazo[1,2-a]pyridin-7-yl)methanol CC1=CN=C2N1CCC(C2)CO